ClC1=C(C=C(CNC2CC2)C=C1C)C N-(4-chloro-3,5-dimethylbenzyl)cyclopropanamine